CC1=CC=CC(=N1)C1=NNC=C1C=1N=C2C=C(C=NC2=CC1)C=1N=C2N(CCN(C2)CCO)C1 2-[2-[6-[3-(6-methyl-2-pyridyl)-1H-pyrazol-4-yl]-1,5-naphthyridin-3-yl]-6,8-dihydro-5H-imidazo[1,2-a]pyrazin-7-yl]ethanol